tetramethyl-uronium HBr Br.CN(C(=[N+](C)C)O)C